[NH4+].[NH4+].C(C(O)C(O)C(=O)[O-])(=O)[O-] Tartaric acid diammonium salt